methyl 2-fluoro-4-methyl-5-[2-methyl-8-(morpholin-4-yl)-[1,2,4]triazolo[1,5-a]pyridin-6-yl]benzoate FC1=C(C(=O)OC)C=C(C(=C1)C)C=1C=C(C=2N(C1)N=C(N2)C)N2CCOCC2